7-Methoxypyrido[3,2-d]pyrimidin-4-ol COC1=CC=2N=CN=C(C2N=C1)O